1'-(4-iodo-1-methyl-1H-pyrazol-5-yl)spiro[cyclohexane-1,3'-indoline]-2'-one IC=1C=NN(C1N1C(C2(C3=CC=CC=C13)CCCCC2)=O)C